ethyl (R)-2-(3-(5-(3-hydroxy-1-methyl-2-oxopyrrolidin-3-yl)isoxazol-3-yl)phenyl)-5,6,7,8-tetrahydroquinazoline-4-carboxylate O[C@@]1(C(N(CC1)C)=O)C1=CC(=NO1)C=1C=C(C=CC1)C1=NC=2CCCCC2C(=N1)C(=O)OCC